3,6-dimethylcyclohexene CC1C=CC(CC1)C